O-(tert-butyldimethylsilyl)-D-serine methyl ester COC([C@H](N)CO[Si](C)(C)C(C)(C)C)=O